N-(1-(9H-carbazol-9-yl)dibenzofuran-7-yl)-N-([1,1':4',1''-terphenyl]-4-yl)[1,1':2',1''-terphenyl]-4'-amine C1=CC=CC=2C3=CC=CC=C3N(C12)C1=CC=CC=2OC3=C(C21)C=CC(=C3)N(C=3C=C(C(=CC3)C3=CC=CC=C3)C3=CC=CC=C3)C3=CC=C(C=C3)C3=CC=C(C=C3)C3=CC=CC=C3